C(C)(C)(C)C1=NN(C(=C1)NC(=O)C1=CC=C2C=C(C=NC2=C1)C1=C(C=CC=C1)F)C N-(3-(tert-butyl)-1-methyl-1H-pyrazol-5-yl)-3-(2-fluorophenyl)quinoline-7-carboxamide